C(CC(=O)O)(=O)O.O[C@H]1C[C@H]2CC[C@H]3[C@@H]4CC[C@H](C(C)=O)[C@]4(CC[C@@H]3[C@]2(CC1)C)C.O[C@H]1C[C@H]2CC[C@H]3[C@@H]4CC[C@H](C(C)=O)[C@]4(CC[C@@H]3[C@]2(CC1)C)C 3α-hydroxy-5β-pregnan-20-one hemimalonate